C1(=CC=CC=C1)S\C(\CCCC(=O)OC(C)CCCCC)=C\S(=O)(=O)C1=CC=C(C)C=C1 heptan-2-yl (E)-5-(phenylthio)-6-tosylhex-5-enoate